ClC=1C=C(C=C(C(=O)OCCC)C#N)C=CC1 n-propyl 3-chloro-α-cyanocinnamate